C(C)(C)(C)OC(N(C)CC1=CN(C(=C1)C1=C(C=CC=C1)F)S(=O)(=O)C1=CC(=CC=C1)C#CCNC)=O tert-butyl((5-(2-fluorophenyl)-1-((3-(3-(methylamino)prop-1-yn-1-yl)phenyl)sulfonyl)-1H-pyrrol-3-yl)methyl)(methyl)carbamate